(1-piperidin-4-yl)-1H-pyrazol N1CCC(CC1)N1N=CC=C1